1-(1H-indol-2-yl)naphthalene-2-ol N1C(=CC2=CC=CC=C12)C1=C(C=CC2=CC=CC=C12)O